N-[4-fluoro-5-[6-(2-methoxyethoxy)pyridin-3-yl]-2-[(3R,5S)-3,4,5-trimethylpiperazin-1-yl]phenyl]-6-oxo-4-(trifluoromethyl)-1H-pyridine-3-carboxamide FC1=CC(=C(C=C1C=1C=NC(=CC1)OCCOC)NC(=O)C1=CNC(C=C1C(F)(F)F)=O)N1C[C@H](N([C@H](C1)C)C)C